3,3,5-Trimethylcyclohexyl 2-hydroxybenzoat OC1=C(C(=O)OC2CC(CC(C2)C)(C)C)C=CC=C1